6-(2-bromopropionamido)nicotinic acid cyclopentyl ester C1(CCCC1)OC(C1=CN=C(C=C1)NC(C(C)Br)=O)=O